N1[C@H](CC[C@@H]1C(=O)OCC)C(=O)OCC diethyl (2R,5R)-pyrrolidine-2,5-dicarboxylate